1-((2R,4S)-4-(4-amino-3-((1-ethyl-6-chloro-1H-benzo[d]imidazol-5-yl)ethynyl)-1H-pyrazolo[3,4-d]pyrimidin-1-yl)-2-(difluoromethyl)pyrrolidin-1-yl)prop-2-en-1-one NC1=C2C(=NC=N1)N(N=C2C#CC2=CC1=C(N(C=N1)CC)C=C2Cl)[C@H]2C[C@@H](N(C2)C(C=C)=O)C(F)F